1-(1-(3,4-dichlorophenyl)-2-(dimethylamino)ethyl)-4-(5-morpholino-1-tosyl-1H-pyrrolo[2,3-b]pyridin-3-yl)pyridin-2(1H)-one ClC=1C=C(C=CC1Cl)C(CN(C)C)N1C(C=C(C=C1)C1=CN(C2=NC=C(C=C21)N2CCOCC2)S(=O)(=O)C2=CC=C(C)C=C2)=O